(2-cyclopropyl-4-{[tri(propan-2-yl)silyl]ethynyl}phenyl)methanol C1(CC1)C1=C(C=CC(=C1)C#C[Si](C(C)C)(C(C)C)C(C)C)CO